2-[4-[5-[(2,6-dioxo-3-piperidyl)amino]-2-pyridyl]-1-piperidyl]acetic acid bis(trifluoroacetic acid) salt FC(C(=O)O)(F)F.FC(C(=O)O)(F)F.O=C1NC(CCC1NC=1C=CC(=NC1)C1CCN(CC1)CC(=O)O)=O